C/C(=C/C(=O)NC1=CC=CC=C1)/C=C/C=C(/C=C/C1=C(C(CCC1(C)C)C1=NC=C(C=C1)C)C)\C (2Z,4E,6E,8E)-3,7-dimethyl-N-phenyl-9-(2,6,6-trimethyl-3-(5-methylpyridin-2-yl)cyclohex-1-en-1-yl)nona-2,4,6,8-tetraenamide